FC1=CC(=C(O\C(\C(=O)OC)=C/OC)C=C1N1N=C(C=C1)C(F)(F)F)C methyl (Z)-2-[4-fluoro-2-methyl-5-[3-(trifluoromethyl)pyrazol-1-yl]phenoxy]-3-methoxy-prop-2-enoate